BrC1=CC=C(C=N1)N1C(N(C2=C1C(=CC=C2)C)CC(=O)OCC)=O Ethyl 2-[3-(6-bromo-3-pyridyl)-4-methyl-2-oxo-benzimidazol-1-yl]acetate